CC1=C(C(=C(C(=C1C)CO)C)C)CO 2,3,5,6-tetramethyl-1,4-benzenedimethanol